OC=1C=C2CCNCC2=CC1OC 6-hydroxy-7-methoxy-1,2,3,4-tetrahydroisoquinoline